4-((1R,5S)-3,8-diazabicyclo[3.2.1]octan-3-yl)-7-(3,5-dimethyl-1H-pyrazol-4-yl)-2-(((S)-1-methylpyrrolidin-2-yl)methoxy)quinazoline [C@H]12CN(C[C@H](CC1)N2)C2=NC(=NC1=CC(=CC=C21)C=2C(=NNC2C)C)OC[C@H]2N(CCC2)C